C(C)(C)N1C(=NC2=NC=C(C=C21)C2=CNC1=NC=C(C=C12)C(=O)NC=1C=NN(C1)C1CCN(CC1)C)C 3-(1-isopropyl-2-methyl-1H-imidazo[4,5-b]pyridin-6-yl)-N-(1-(1-methylpiperidin-4-yl)-1H-pyrazol-4-yl)-1H-pyrrolo[2,3-b]pyridine-5-carboxamide